COC(CCCCC)OC 1,1-dimethoxyhexane